C(C1=CC=CC=C1)N1N=C(C=C1)C(C)(C)NC(CCCCl)=O N-[1-(1-benzylpyrazol-3-yl)-1-methyl-ethyl]-4-chlorobutyramide